dibutyltin bismaleate C(\C=C/C(=O)[O-])(=O)[O-].C(\C=C/C(=O)[O-])(=O)[O-].C(CCC)[Sn+4]CCCC